BrC1=C(C=NN(C1=O)C)N[C@@H]1C[C@@H](CN(C1)C)C1=CC=C(C(=O)N(C)C2=CC(=CC=C2)OC2=C3C(N(C(C3=CC=C2)=O)C2C(NC(CC2)=O)=O)=O)C=C1 4-[(3R,5R)-5-[(5-bromo-1-methyl-6-oxo-pyridazin-4-yl)amino]-1-methyl-3-piperidyl]-N-[3-[2-(2,6-dioxo-3-piperidyl)-1,3-dioxo-isoindolin-4-yl]oxyphenyl]-N-methyl-benzamide